(2-aminoethylamino)ethanesulfonic acid NCCNC(C)S(=O)(=O)O